FC(C1=CC=C(C=C1)N1CC2N(CCN(C2)C(C=C)=O)CC1)(F)F 1-(8-(4-(trifluoromethyl)phenyl)octahydro-2H-pyrazino[1,2-a]pyrazin-2-yl)prop-2-en-1-one